C1(=CC=CC2=CC=CC=C12)NC(=O)[C@@H]1CNC[C@H]1C1=CC=C(C=C1)C(F)(F)F (3S,4R)-N-(naphthalen-1-yl)-4-[4-(trifluoromethyl)phenyl]Pyrrolidine-3-carboxamide